5-((4'-(pentafluoro-λ6-sulfaneyl)-[1,1'-biphenyl]-4-yl)thio)-1H-1,2,3-triazole-4-carboxylic acid FS(C1=CC=C(C=C1)C1=CC=C(C=C1)SC1=C(N=NN1)C(=O)O)(F)(F)(F)F